4-isobutyl-cyclohexane-1,2-dicarboxylic acid, calcium salt [Ca+2].C(C(C)C)C1CC(C(CC1)C(=O)[O-])C(=O)[O-]